N-(2-((difluoromethyl)sulfonyl)-2-azabicyclo[2.1.1]hexan-4-yl)-2-(2-(6-((cis)-2,6-dimethylmorpholino)pyridin-2-yl)-1,6-naphthyridin-7-yl)acetamide FC(S(=O)(=O)N1C2CC(C1)(C2)NC(CC2=NC=C1C=CC(=NC1=C2)C2=NC(=CC=C2)N2C[C@@H](O[C@@H](C2)C)C)=O)F